CN1CC2=CC=C(C=C2CC1)C=1CC[C@@H](CN1)C 2-Methyl-6-[(3S)-3-methyl-2,3,4,5-tetrahydropyridin-6-yl]-3,4-dihydro-1H-isoquinoline